ClC1=CC=C(C=C1)C=1C=C2CCC(C2=CC1)NC(O[C@@H]1CN2CCC1CC2)=O (S)-quinuclidin-3-yl (5-(4-chlorophenyl)-2,3-dihydro-1H-inden-1-yl)carbamate